6-(5-bromo-3-tert-butyl-1H-pyrazol-1-yl)quinoline BrC1=CC(=NN1C=1C=C2C=CC=NC2=CC1)C(C)(C)C